[I-].N1CCCCC1 piperidin iodide